3-((1-(5-fluoro-2-methoxypyridin-3-yl)-4-nitro-1H-pyrazol-3-yl)oxy)propan-1-ol FC=1C=C(C(=NC1)OC)N1N=C(C(=C1)[N+](=O)[O-])OCCCO